O[C@H]1C[C@H]2[C@@H]3CCC([C@@]3(C)CC[C@@H]2[C@]2(CCC(CC12)CCCC(=O)O)C)=O 4-(6α-hydroxy-17-ketoandrostan-3-yl)butyric acid